3-(5-carboxypentoxy)-8,8-dimethyl-6-(N-methyl-4-sulfonato-anilino)-7H-xanthene-10-ium-2-sulfonate C(=O)(O)CCCCCOC=1C(=CC2=CC=3C(CC(=CC3[O+]=C2C1)N(C1=CC=C(C=C1)S(=O)(=O)[O-])C)(C)C)S(=O)(=O)[O-]